(R)-N-[[4-(4-bromophenoxy)phenyl]methyl]-N-methyl-2-pyrrolidinemethanamine hydrochloride salt Cl.BrC1=CC=C(OC2=CC=C(C=C2)CN(C[C@@H]2NCCC2)C)C=C1